CS(=O)(=O)N1CCCC2=CC=CC(=C12)[N+](=O)[O-] 1-(methanesulfonyl)-8-nitro-1,2,3,4-tetrahydroquinoline